1-((4-(dihydroxyboranyl)phenyl)methyl)indazole-5-carboxylic acid OB(C1=CC=C(C=C1)CN1N=CC2=CC(=CC=C12)C(=O)O)O